ClC=1C=CC(=C(CN[C@@H]2[C@](CCCC2)(NC)C2=C(C=CC=C2)Cl)C1)F (1R,2S)-N2-(5-chloro-2-fluorobenzyl)-1-(2-chlorophenyl)-N1-methylcyclohexane-1,2-diamine